FC(CNC(=O)C=1C=NN2C1C=C(C=C2)C2=CNC=1N=C(N=CC12)NCC(C)C)(C)C N-(2-fluoro-2-methylpropyl)-5-(2-(isobutylamino)-7H-pyrrolo[2,3-d]pyrimidin-5-yl)pyrazolo[1,5-a]pyridine-3-carboxamide